N-(2-(4,4-Difluoropiperidin-1-yl)-6-methylpyrimidin-4-yl)-2-fluoro-4-((2-hydroxyethyl)sulfonamido)-6-(6-azaspiro[2.5]octan-6-yl)benzamide FC1(CCN(CC1)C1=NC(=CC(=N1)NC(C1=C(C=C(C=C1N1CCC2(CC2)CC1)NS(=O)(=O)CCO)F)=O)C)F